C(C)(=O)C=1C(=C(C(=C(C1O)C)O)CC=1C(=C2C=CC(OC2=C(C1O)C(\C=C\C1=CC=CC=C1)=O)(C)C)O)O (E)-1-[6-[(3-acetyl-2,4,6-trihydroxy-5-methylphenyl)methyl]-5,7-dihydroxy-2,2-dimethylchromen-8-yl]-3-phenylprop-2-en-1-one